CC1=NC=CC(=C1)C1=CC=C(S1)C(=O)O 5-(2-methylpyridin-4-yl)thiophene-2-carboxylic acid